O=C1NC(CCC1N1C(C2=CC=CC(=C2C1=O)OCCCCCCCCCN1CCC(CC1)N1N=CC(=C1)[N+](=O)[O-])=O)=O 2-(2,6-dioxopiperidin-3-yl)-4-((9-(4-(4-nitro-1H-pyrazol-1-yl)piperidin-1-yl)nonyl)oxy)isoindoline-1,3-dione